C(#N)C1=CC=2NC([C@H]3N(C2N=C1)CCN(C3)C(=O)OC(C)(C)C)=O t-butyl (S)-3-cyano-6-oxo-5,6,6a,7,9,10-hexahydro-8H-pyrazino[1,2-a]pyrido[3,2-e]pyrazin-8-carboxylate